6-[1-[1-[2-[tert-butyl(dimethyl)silyl]oxyacetyl]-4-piperidyl]pyrazol-4-yl]-4-(2-pyridylsulfanyl)pyrazolo[1,5-a]pyridine-3-carbonitrile [Si](C)(C)(C(C)(C)C)OCC(=O)N1CCC(CC1)N1N=CC(=C1)C=1C=C(C=2N(C1)N=CC2C#N)SC2=NC=CC=C2